(R)-3-(4-ethylpiperazin-1-yl)-8-methyl-N-(1-(3-nitro-5-(trifluoromethyl)phenyl)ethyl)pyrido[2,3-d]pyridazin-5-amine C(C)N1CCN(CC1)C1=CC=2C(=C(N=NC2N[C@H](C)C2=CC(=CC(=C2)C(F)(F)F)[N+](=O)[O-])C)N=C1